C1(CC1)C(=O)NC1=NC=C(C(=O)NC([2H])([2H])[2H])C(=C1)NC1=CC=CC=2C=3C(C(N(C12)C)(F)F)=CN(N3)C([2H])([2H])[2H] 6-(cyclopropanecarboxamido)-4-((4,4-difluoro-5-methyl-2-(methyl-d3)-4,5-dihydro-2H-pyrazolo[4,3-c]quinolin-6-yl)amino)-N-(methyl-d3)nicotinamide